bis[(2,3,4,5,6-pentaphenyl)phenyl]-9,9'-bianthracene C1(=CC=CC=C1)C1=C(C(=C(C(=C1C1=CC=CC=C1)C1=CC=CC=C1)C1=CC=CC=C1)C1=CC=CC=C1)C1=C2C=CC=CC2=C(C2=CC=CC=C12)C=1C2=CC=CC=C2C(=C2C=CC=CC12)C1=C(C(=C(C(=C1C1=CC=CC=C1)C1=CC=CC=C1)C1=CC=CC=C1)C1=CC=CC=C1)C1=CC=CC=C1